NC=1C(NC(N(N1)C1=CC(=C(C(=C1)Cl)OC1=NNC(C=2C(CCCC12)C1CC1)=O)Cl)=O)=O 6-amino-2-(3,5-dichloro-4-((5-cyclopropyl-4-oxo-3,4,5,6,7,8-hexahydrophthalazin-1-yl)oxy)phenyl)-1,2,4-triazine-3,5(2h,4h)-dione